3,5-dichloro-N-(4-(N-(4-trifluoromethylphenyl)sulfamoyl)phenyl)benzenesulfonamide ClC=1C=C(C=C(C1)Cl)S(=O)(=O)NC1=CC=C(C=C1)S(NC1=CC=C(C=C1)C(F)(F)F)(=O)=O